C(=C)C1=C(C(=C(C=C1)P)C=C)C=C trivinyl-phenylphosphine